4-(2,2-dimethylpiperazine-1-carbonyl)pyridine 1-oxide CC1(N(CCNC1)C(=O)C1=CC=[N+](C=C1)[O-])C